5-Chloro-4-(6-(3,3-difluorocyclobutoxy)pyridin-3-yl)-2-fluoroaniline ClC=1C(=CC(=C(N)C1)F)C=1C=NC(=CC1)OC1CC(C1)(F)F